1-(3-(methoxymethyl)pyrazin-2-yl)cyclopropane-1-carboxylic acid COCC=1C(=NC=CN1)C1(CC1)C(=O)O